2-(N-(tert-butoxycarbonyl) acetamido)-3-nitrobenzoate C(C)(C)(C)OC(=O)N(C(C)=O)C1=C(C(=O)[O-])C=CC=C1[N+](=O)[O-]